CC(CC1CO1)C 2-(2-methylpropyl)epoxyethane